CC=1N=C2N(C=C(N=C2C)NC(=O)C2=NC=C(N=C2)N2CC(CC2)(CNC)F)C1 N-(2,8-dimethylimidazo[1,2-a]pyrazin-6-yl)-5-(3-fluoro-3-((methylamino)methyl)pyrrolidin-1-yl)pyrazine-2-carboxamide